(S)-N-(8-fluoro-4-oxo-2,3,4,5-tetrahydropyrido[3,2-b][1,4]oxazepin-3-yl)-4-(2-fluorophenyl)-5-(methyl-d3)pyrimidine-2-carboxamide FC1=CC=2OC[C@@H](C(NC2N=C1)=O)NC(=O)C1=NC=C(C(=N1)C1=C(C=CC=C1)F)C([2H])([2H])[2H]